FC(C=1C=C(C=CC1)/C=C/CC)(F)F (E)-4-(3-trifluoromethylphenyl)but-3-ene